FC(OC1=CC(=NN1)NC1=NC(=CN=C1)O[C@H]1[C@@](CNCC1)(C)F)F N-(5-(difluoromethoxy)-1H-pyrazol-3-yl)-6-(((3S,4R)-3-fluoro-3-methylpiperidin-4-yl)oxy)pyrazin-2-amine